NC(C)(C)C1=CC(=NC(=C1)N1CCC(CC1)(C)C)OC1[C@@H]2CN(C[C@H]12)C(=O)C1=CC(=NN1C)C=1N=CSC1 ((1R,5S,6s)-6-((4-(2-aminopropan-2-yl)-6-(4,4-dimethylpiperidin-1-yl)pyridin-2-yl)oxy)-3-azabicyclo[3.1.0]hexan-3-yl)(1-methyl-3-(thiazol-4-yl)-1H-pyrazol-5-yl)methanone